[N+](=O)([O-])C1=CC=C2C3=C(N(C2=C1)C1C(NC(CC1)=O)=O)N=CC=C3 3-(7-nitro-9H-pyrido[2,3-b]indol-9-yl)piperidine-2,6-dione